C(C1=CC=CC=C1)OC(=O)N[C@@H](CC=C)C=1C=C(C=CC1)N1[C@@H](CN(CC1)C(=O)OC(C)(C)C)C(NCCC=C)=O (S)-tert-butyl 4-(3-((S)-1-(((benzyloxy)carbonyl)amino)but-3-en-1-yl)phenyl)-3-(but-3-en-1-ylcarbamoyl)piperazine-1-carboxylate